C(C)(=O)C1=NN(C2=CC=C(C=C12)C=1C=NC(=NC1)C)CC(=O)N1[C@@H]2C[C@@]2(C[C@H]1C(=O)NC1=NC(=CC(=C1)CCC1=CC=CC=C1)Br)C (1R,3S,5R)-2-(2-(3-acetyl-5-(2-methylpyrimidin-5-yl)-1H-indazol-1-yl)acetyl)-N-(6-bromo-4-phenethylpyridin-2-yl)-5-methyl-2-azabicyclo[3.1.0]hexane-3-carboxamide